COC=1C=C2CN(C(C2=C(C1)C)=O)C1C(NC(CC1)=O)=O 3-(5-methoxy-7-methyl-1-oxoisoindolin-2-yl)piperidine-2,6-dione